4-methoxy-3-propoxybenzaldehyde COC1=C(C=C(C=O)C=C1)OCCC